(E)-3-(2-(4-indazolyl)-4-morpholinyl-6-thieno[3,2-d]pyrimidinyl)-N-(3-morpholinopropyl)acrylamide N1N=CC2=C(C=CC=C12)C=1N=C(C2=C(N1)C=C(S2)/C=C/C(=O)NCCCN2CCOCC2)N2CCOCC2